The molecule is a leukotriene that is 10,11-dihydroleukotriene B4 in which two of the methyl hydrogens at position 20 have been replaced by hydroxy groups. It is a leukotriene, a secondary alcohol, an aldehyde hydrate, a long-chain fatty acid and a hydroxy polyunsaturated fatty acid. It derives from a leukotriene B4. C(CCC(O)O)C/C=C\\C[C@H](CC/C=C/C=C\\[C@H](CCCC(=O)O)O)O